4-methyl-N-(3-methyl-1-PHENYLHEPTAN-4-yl)benzenesulfonamide CC1=CC=C(C=C1)S(=O)(=O)NC(C(CCC1=CC=CC=C1)C)CCC